(S)-3-allyloxy-2-tert-butoxycarbonylamino-propionic acid 2-(2-bromo-4-methoxycarbonylamino-phenyl)-2-oxo-ethyl ester BrC1=C(C=CC(=C1)NC(=O)OC)C(COC([C@H](COCC=C)NC(=O)OC(C)(C)C)=O)=O